5-(3-fluoro-5-(2-(3-(methylsulfonyl)phenyl)ethynyl)phenoxy)-1H-1,2,3-triazole-4-carboxylic acid FC=1C=C(OC2=C(N=NN2)C(=O)O)C=C(C1)C#CC1=CC(=CC=C1)S(=O)(=O)C